[(1S)-2-(1-benzofuran-3-yl)-1-{[(1R,2R,4S)-7-oxabicyclo[2.2.1]heptan-2-yl]formamido}ethyl]boronic acid O1C=C(C2=C1C=CC=C2)C[C@@H](NC(=O)[C@H]2[C@H]1CC[C@@H](C2)O1)B(O)O